1-(1-(2,4-dichlorobenzyl)piperidin-4-yl)-2-oxo-2,3-dihydro-1H-benzo[d]imidazole-5-carboxylic acid ClC1=C(CN2CCC(CC2)N2C(NC3=C2C=CC(=C3)C(=O)O)=O)C=CC(=C1)Cl